ethyl 7,8-dichloro-6-(3-fluoro-2-pyridyl)-4-methyl-4H-[1,2,4]triazolo[1,5-a][1,4]benzodiazepine-2-carboxylate ClC1=C(C=CC2=C1C(=NC(C=1N2N=C(N1)C(=O)OCC)C)C1=NC=CC=C1F)Cl